N-(5-((tert-butyldimethylsilyl)oxy)-4-(phenylthio)hexyl)-4-methylbenzenesulfonamide [Si](C)(C)(C(C)(C)C)OC(C(CCCNS(=O)(=O)C1=CC=C(C=C1)C)SC1=CC=CC=C1)C